CN1C=2C=CC=CC2NC2=CC=CC=C12 5-methyl-phenazine